4-methoxybenzyl (4-(pyridin-4-ylmethyl)phenyl)carbamate N1=CC=C(C=C1)CC1=CC=C(C=C1)NC(OCC1=CC=C(C=C1)OC)=O